C(C)(C)(C)NC(=O)NC(C)(C)C 1,3-di-tert-butyl-urea